tert-butyl-oxopiperazine-1-carboxylate C(C)(C)(C)C1C(N(CCN1)C(=O)[O-])=O